C(C)(C)C1C(CC(CC1)C)OC(C1=CC=C(C=C1)OC(C(=C)C)=O)=O 4-(methacryloyloxy)benzoic acid-2-isopropyl-5-methylcyclohexyl ester